C(C1=CC=CC=C1)N1C(N(C(C1=CC1=CC(=C(C=C1)O)O)=O)C1=CC=CC=C1)=[Se] 1-benzyl-5-(3,4-dihydroxybenzylidene)-3-phenyl-2-selenoxoimidazolidin-4-one